1-((3-iodopropoxy)methyl)-4-methoxybenzene ICCCOCC1=CC=C(C=C1)OC